C(C1=CC=CC=C1)N1CC(C(CC1)N1CCC(CC1)NC(OC(C)(C)C)=O)(F)F tert-butyl (1'-benzyl-3',3'-difluoro-[1,4'-bipiperidin]-4-yl)carbamate